tert-butyl 7-((3-methoxybenzyl) oxy)-3,4-dihydroisoquinoline-2(1H)-carboxylate COC=1C=C(COC2=CC=C3CCN(CC3=C2)C(=O)OC(C)(C)C)C=CC1